benzyl (CIS)-3-((tert-butoxycarbonyl)amino)-2-((((CIS)-4-phenyl cyclohexyl)oxy)methyl)pyrrolidine-1-carboxylate C(C)(C)(C)OC(=O)N[C@@H]1[C@@H](N(CC1)C(=O)OCC1=CC=CC=C1)CO[C@@H]1CC[C@@H](CC1)C1=CC=CC=C1